COC1=C(C=CC=C1)N1CCN(CC1)C(CCCC(=O)O)=O 5-(4-(2-methoxyphenyl)piperazin-1-yl)-5-oxopentanoic acid